N-(2-(3-(5-isopropoxypyrimidin-2-yl)-1,2,4-thiadiazol-5-ylamino)-5-(trifluoromethyl)pyridin-3-yl)-N-methylacetamide C(C)(C)OC=1C=NC(=NC1)C1=NSC(=N1)NC1=NC=C(C=C1N(C(C)=O)C)C(F)(F)F